ClC(CC)Br chloro(bromo)propane